N1,N3,N5-tris(3,5-bis(trifluoromethyl)phenyl)-N1,N3,N5-tris(perfluoropropan-2-yl)benzene-1,3,5-tricarboxamide FC(C=1C=C(C=C(C1)C(F)(F)F)N(C(=O)C1=CC(=CC(=C1)C(=O)N(C(C(F)(F)F)(C(F)(F)F)F)C1=CC(=CC(=C1)C(F)(F)F)C(F)(F)F)C(=O)N(C(C(F)(F)F)(C(F)(F)F)F)C1=CC(=CC(=C1)C(F)(F)F)C(F)(F)F)C(C(F)(F)F)(C(F)(F)F)F)(F)F